C(#N)C1=CC=C(COC2=C3C[C@H](N(CC3=CC=C2OC)C=2OC3=C(N2)C=CC(=C3)F)C(=O)O)C=C1 (S)-5-((4-cyanobenzyl)oxy)-2-(6-fluorobenzo[d]oxazol-2-yl)-6-methoxy-1,2,3,4-tetrahydroisoquinoline-3-carboxylic acid